pyridin-3-ylmethylsulfonate N1=CC(=CC=C1)CS(=O)(=O)[O-]